tert-butyl (1-((3-(4,4,5,5-tetramethyl-1,3,2-dioxaborolan-2-yl)phenyl)-sulfonyl)piperidin-4-yl)carbamate CC1(OB(OC1(C)C)C=1C=C(C=CC1)S(=O)(=O)N1CCC(CC1)NC(OC(C)(C)C)=O)C